(S)-1-(3-(4-amino-5-((2-(difluoromethyl)-6-fluoro-benzo[d]thiazol-5-yl)ethynyl)-7H-pyrrolo[2,3-d]pyrimidin-7-yl)pyrrolidin-1-yl)prop-2-en-1-one NC=1C2=C(N=CN1)N(C=C2C#CC=2C(=CC1=C(N=C(S1)C(F)F)C2)F)[C@@H]2CN(CC2)C(C=C)=O